(Z)-N-methyl-2-oxo-2-phenylaminoacetyl chloride CN(C(C(=O)Cl)=O)C1=CC=CC=C1